octadecanamide propyl-dimethylaminoacetate C(CC)OC(CN(C)C)=O.C(CCCCCCCCCCCCCCCCC)(=O)N